((R)-2-((S)-2-((S)-2-amino-3-(1-benzhydryl-1H-imidazol-4-yl)propanamido)-6-octanamidohexanamido)-3-(p-tolyl)propanoyl)-L-tyrosine N[C@H](C(=O)N[C@H](C(=O)N[C@@H](C(=O)N[C@@H](CC1=CC=C(C=C1)O)C(=O)O)CC1=CC=C(C=C1)C)CCCCNC(CCCCCCC)=O)CC=1N=CN(C1)C(C1=CC=CC=C1)C1=CC=CC=C1